ClC1=CC(=C(C=2OC3(CCC(CC3)CN(C)CC)OC21)C)C(=O)OC methyl 4-chloro-4'-{[ethyl (methyl) amino] methyl}-7-methylspiro[1,3-benzodioxole-2,1'-cyclohexane]-6-carboxylate